FOF Perfluoro ether